7-benzyl-1-methyl-4H,6H-benzo[e][1,2,4]triazolo[3,4-c][1,4]oxazepine C(C1=CC=CC=C1)C1=CC=CC=2N3C(COCC21)=NN=C3C